Tert-butyl (1-(6-(naphthalen-2-yl)imidazo[2,1-b]thiazole-5-carboxamido)propan-2-yl)carbamate C1=C(C=CC2=CC=CC=C12)C=1N=C2SC=CN2C1C(=O)NCC(C)NC(OC(C)(C)C)=O